1-[6-[4-[4-(Tetrahydrofuran-3-ylmethoxy)anilino]pyrido[3,2-d]pyrimidin-6-yl]-1,6-diazaspiro[3.3]heptan-1-yl]prop-2-en-1-one O1CC(CC1)COC1=CC=C(NC=2C3=C(N=CN2)C=CC(=N3)N3CC2(CCN2C(C=C)=O)C3)C=C1